FC(CC1=C2C(=NC=3N(C2=CC=C1F)C(=NN3)C)NC3=C(C(=CC=C3)C#CC3(CC3)C(F)F)F)F (2,2-difluoroethyl)-N-[3-[2-[1-(difluoromethyl)cyclopropyl]ethynyl]-2-fluoro-phenyl]-7-fluoro-1-methyl-[1,2,4]triazolo[4,3-a]quinazolin-5-amine